2-[[4-(4-hydroxy-1-piperidinyl)-6-[methyl-(3-pyridylmethyl)amino]-2-pyrimidinyl]amino]-4-methyl-5-thiazolecarboxylic acid, ethyl ester OC1CCN(CC1)C1=NC(=NC(=C1)N(CC=1C=NC=CC1)C)NC=1SC(=C(N1)C)C(=O)OCC